3-(1-methyl-1H-tetrazol-5-ylsulfanylmethyl)-3-cephem-4-carboxylic acid CN1N=NN=C1SCC=1CS[C@H]2N(C1C(=O)O)C(C2)=O